CCC(CCN)NCC N-diethyl-1,3-propanediamine